C(C)(C)(C)OC(=O)N1C(CCC1)C=1C=C2CN(C(C2=CC1)=O)C1C(NC(CC1)=O)=O.N1C(=CC=C1)C(C)=O 1-(1h-pyrrol-2-yl)ethanone tert-butyl-2-(2-(2,6-dioxopiperidin-3-yl)-1-oxoisoindolin-5-yl)pyrrolidine-1-carboxylate